N[C@@H]1C[C@@H](CC1)NC(OC(C)(C)C)=O Tert-butyl ((1R,3S)-3-aminocyclopentyl)carbamate